5-(2,4-dimethoxyphenyl)-3-hydroxy-1-[3-(1H-imidazol-1-yl)propyl]-4-(2-thienyl-carbonyl)-1,5-dihydro-2H-pyrrol-2-one COC1=C(C=CC(=C1)OC)C1C(=C(C(N1CCCN1C=NC=C1)=O)O)C(=O)C=1SC=CC1